5-{1-fluoro-3-hydroxy-6-[(3-hydroxy-3-methylbutyl)amino]-5,6,7,8-tetrahydronaphthalen-2-yl}-1λ6,2,5-thiadiazolidine-1,1,3-trione FC1=C(C(=CC=2CC(CCC12)NCCC(C)(C)O)O)N1CC(NS1(=O)=O)=O